5-(2-Aminoethoxy)-7-chloro-1-(2-methylpyridin-3-yl)pyrido[4,3-d]pyrimidine-2,4(1H,3H)-dione hydrochloride Cl.NCCOC1=NC(=CC=2N(C(NC(C21)=O)=O)C=2C(=NC=CC2)C)Cl